[Li+].C[Si](CCOCN1C(=CC=2C1=NC=CC2)C(=O)[O-])(C)C 1-{[2-(trimethylsilyl)ethoxy]Methyl}-1H-pyrrolo[2,3-b]Pyridine-2-carboxylic acid lithium salt